OC1CCN(CC1)C1=CC=C(C=N1)C(=O)NC1=NNC(=C1)C1=NC2=C(N1)C=CC(=C2)OC 6-(4-hydroxy-1-piperidyl)-N-[5-(5-methoxy-1H-benzimidazol-2-yl)-1H-pyrazol-3-yl]pyridine-3-carboxamide